2-(ethoxycarbonyl)-4,5-dihydroxy-1H-pyrrolo[2,3-f]quinoline-7,9-dicarboxylic acid C(C)OC(=O)C1=CC=2C(=C3C(=CC(=NC3=C(C2O)O)C(=O)O)C(=O)O)N1